N1=C(C=C2N1CCNC2)CCC(=O)OCC ethyl 3-(4,5,6,7-tetrahydropyrazolo[1,5-a]pyrazin-2-yl)propanoate